L-homoarginine-d4 dihydrochloride [2H]C([2H])(C[C@@H](C(=O)O)N)C([2H])([2H])CN=C(N)N